ClC1=C(C=CC=C1)C=1C(=NN2C1CC(CC2)(C)C)C(=O)OC methyl 3-(2-chlorophenyl)-5,5-dimethyl-6,7-dihydro-4H-pyrazolo[1,5-a]pyridine-2-carboxylate